(R)-1-(2-(8-((3-bromo-2-methylphenyl)amino)-1,7-naphthyridin-3-yl)ethyl)pyrrolidin-3-ol BrC=1C(=C(C=CC1)NC=1N=CC=C2C=C(C=NC12)CCN1C[C@@H](CC1)O)C